C(C)(C)[C@H]1CO[C@]23N1C(C[C@@H]3CN(CC2)CC2=CC=C(C=C2)C(F)(F)F)=O (1R,4S,8R)-4-isopropyl-10-[[4-(trifluoromethyl)phenyl]methyl]-2-oxa-5,10-diazatricyclo[6.4.0.01,5]dodecan-6-one